N-(methoxycarbonyl)-L-valine COC(=O)N[C@@H](C(C)C)C(=O)O